N-(5-(5-acetamido-1H-pyrazol-1-yl)-1,3,4-thiadiazol-2-yl)-4-(2,4-dimethoxypyridin-3-yl)-3-(2-methoxyethoxy)-2-oxo-2H-pyran-6-carboxamide C(C)(=O)NC1=CC=NN1C1=NN=C(S1)NC(=O)C1=CC(=C(C(O1)=O)OCCOC)C=1C(=NC=CC1OC)OC